(R)-1-(2-chloropyridin-3-yl)ethyl (1-methyl-4-(5-((1s,3S)-3-((2,2,2-trifluoroethyl)amino)cyclobutane-1-carboxamido)pyridin-2-yl)-1H-1,2,3-triazol-5-yl)carbamate CN1N=NC(=C1NC(O[C@H](C)C=1C(=NC=CC1)Cl)=O)C1=NC=C(C=C1)NC(=O)C1CC(C1)NCC(F)(F)F